1,4-bis[4-(3-acryloyloxylxyloxy)benzoyloxy]-2-methylbenzene C(C=C)(=O)OC1(C(C(=CC=C1)OC1=CC=C(C(=O)OC2=C(C=C(C=C2)OC(C2=CC=C(C=C2)OC=2C(C(C=CC2)(C)OC(C=C)=O)C)=O)C)C=C1)C)C